N,3-Dimethyl-N-(tetrahydro-2H-pyran-4-yl)-1H-pyrazolo[4,3-b]pyridin-5-amine CN(C1=CC=C2C(=N1)C(=NN2)C)C2CCOCC2